C(C)[C@@H]1N(C[C@H](N(C1)C(C)C1=CC=C(C=C1)C)CC)C=1N(N=C2C1N(C(C=C2)=O)C)C2OCCCC2 ((2S,5R)-2,5-diethyl-4-(1-(p-tolyl)ethyl)piperazin-1-yl)-4-methyl-2-(tetrahydro-2H-pyran-2-yl)-2,4-dihydro-5H-pyrazolo[4,3-b]pyridin-5-one